2-Chloro-N-{2-[4-(difluoromethyl)-1,3-thiazol-5-yl]-2-(4-{[(2-fluoropyrimidin-4-yl)oxy]methyl}piperidin-1-yl)ethyl}-6-fluorobenzamide ClC1=C(C(=O)NCC(N2CCC(CC2)COC2=NC(=NC=C2)F)C2=C(N=CS2)C(F)F)C(=CC=C1)F